(2-aminoethoxy)ethyl-2-deoxy-2-acetamido-α-D-glucopyranosyl-(1->4)-2,3-dideoxy-2,3-diacetylamino-β-D-mannopyranonic acid NCCOCC[C@]1([C@@H]([C@@H](O)[C@H](O)[C@H](O1)CO)NC(C)=O)O[C@H]1[C@@H]([C@@H]([C@@H](O[C@@H]1CO)C(=O)O)NC(C)=O)NC(C)=O